(4-chloro-3-(4-hydroxybenzyl)phenyl)(2,2-dimethyl-1,3-dioxan-4-yl)methane tert-butyl-(7-(4,4,5,5-tetramethyl-1,3,2-dioxaborolane-2-yl)benzo[d][1,3]dioxolan-4-yl)carbamate C(C)(C)(C)N(C(O)=O)C1=CC=C(C=2OCOC21)B2OC(C(O2)(C)C)(C)C.ClC2=C(C=C(C=C2)CC2OC(OCC2)(C)C)CC2=CC=C(C=C2)O